C1(=CC=CC=C1)NC(=O)C1=NN(C=N1)CC=1SC(=CC1)C1=NOC(=N1)C(F)(F)F N-phenyl-1-[[5-[5-(trifluoromethyl)-1,2,4-oxadiazol-3-yl]-2-thienyl]methyl]-1,2,4-triazole-3-carboxamide